(2-((5-chloro-2-(4-chloro-1H-1,2,3-triazol-1-yl)phenyl)amino)-2-oxoethyl)phenylalanine tert-butyl ester C(C)(C)(C)OC([C@@H](NCC(=O)NC1=C(C=CC(=C1)Cl)N1N=NC(=C1)Cl)CC1=CC=CC=C1)=O